ClC1=C(C=C(C=C1)F)C1NC(C2=CC(=CC(=C12)NC(C1=CC(=CC(=C1)C(F)(F)F)F)=O)OCC=1C=NC=NC1)=O N-[3-(2-Chloro-5-fluorophenyl)-1-oxo-6-[(pyrimidin-5-yl)methoxy]-2,3-dihydro-1H-isoindol-4-yl]-3-fluoro-5-(trifluoromethyl)benzamide